2-(2-methylpyridin-4-yl)oxazole-4-carboxamide CC1=NC=CC(=C1)C=1OC=C(N1)C(=O)N